3-(benzyl-(4-(3,4-dichlorophenyl)-5-isobutylthiazol-2-yl)amino)-2-hydroxypropionic acid C(C1=CC=CC=C1)N(CC(C(=O)O)O)C=1SC(=C(N1)C1=CC(=C(C=C1)Cl)Cl)CC(C)C